C(O)C=1OC(=CC1)CO 2,5-Dimethylolfuran